4-(N-Boc-amino)-1-butanol C(=O)(OC(C)(C)C)NCCCCO